(R)-N-(2,3-dimethylthieno[3,2-c]pyridin-4-yl)-2-fluoro-4-(1-methyl-1H-1,2,3-triazol-4-yl)-N-(piperidin-3-yl)benzamide CC1=C(C=2C(=NC=CC2S1)N(C(C1=C(C=C(C=C1)C=1N=NN(C1)C)F)=O)[C@H]1CNCCC1)C